tert-butyl ((7,9-dihydro-6H-thieno[3',2':3,4]pyrazolo[5,1-c][1,4]oxazin-9-yl)methyl)(methyl)carbamate S1C=CC2=NN3C(C(OCC3)CN(C(OC(C)(C)C)=O)C)=C21